3-(9-((4-(3-(carboxymethyl)phenyl)-1H-indol-5-yl)carbamoyl)-4,5-dihydrobenzo[b]thieno[2,3-d]oxepin-8-yl)-6-(propylcarbamoyl)picolinic acid C(=O)(O)CC=1C=C(C=CC1)C1=C2C=CNC2=CC=C1NC(=O)C1=CC2=C(OCCC3=C2SC=C3)C=C1C=1C(=NC(=CC1)C(NCCC)=O)C(=O)O